NCCNC(CC=1C=C(C=CC1)C=1C=CC(=NC1)C(=O)NC)=O 5-(3-{2-[(2-aminoethyl)amino]-2-oxoethyl}phenyl)-N-methylpyridine-2-carboxamide